C1CCC2=C(C=CC=C12)NC1=C(C=C2C(=N1)NN=C2N)F N6-(2,3-dihydro-1H-inden-4-yl)-5-fluoro-1H-pyrazolo[3,4-b]pyridine-3,6-diamine